C(C)(=O)N1CC2=C(CC1)N(N=C2I)C2CCC1(CC(C1)N1CCN(CC1)C(=O)OC(C)(C)C)CC2 tert-butyl 4-[7-(5-acetyl-3-iodo-6,7-dihydro-4H-pyrazolo[4,3-c]pyridin-1-yl)spiro[3.5]nonan-2-yl]piperazine-1-carboxylate